C(CCCCC#C)OC(C#C)=O propiolic acid-6-heptynyl ester